2-[2-(6-bromohexoxy)ethoxy]ethoxymethanol BrCCCCCCOCCOCCOCO